(4-((4,4-difluoropiperidin-1-yl)methyl)phenyl)boronic acid FC1(CCN(CC1)CC1=CC=C(C=C1)B(O)O)F